(R)-2-bromo-N-(1-(3,5-difluorobenzyl)-1H-imidazol-4-yl)propanamide Br[C@@H](C(=O)NC=1N=CN(C1)CC1=CC(=CC(=C1)F)F)C